4-(1-(2,6-dioxopiperidin-3-yl)-3-methyl-2-oxo-2,3-dihydro-1H-benzo[D]imidazol-4-yl)-3-fluoropiperidin-1-carboxylate O=C1NC(CCC1N1C(N(C2=C1C=CC=C2C2C(CN(CC2)C(=O)[O-])F)C)=O)=O